S1C(=NC2=C1C=CC=C2)C2=C(C(=C(C(=C2N2C1=CC=CC=C1C=1C=C(C=CC21)C)N2C1=CC=CC=C1C=1C=C(C=CC21)C)N2C1=CC=CC=C1C=1C=C(C=CC21)C)N2C1=CC=CC=C1C=1C=C(C=CC21)C)C=2OC1=C(N2)C=CC=C1 2-(2-(benzo[d]thiazol-2-yl)-3,4,5,6-tetrakis(3-methyl-9H-carbazol-9-yl)phenyl)benzo[d]oxazole